(3-(4-carboxyphenylmethylaminocarbonyl)-2,5-dihydroxyphenyl)acetic acid C(=O)(O)C1=CC=C(C=C1)CNC(=O)C=1C(=C(C=C(C1)O)CC(=O)O)O